3-bromo-N-(4-bromo-7-(hydroxymethyl)-5,6,7,8-tetrahydroisoquinolin-8-yl)propanamide BrCCC(=O)NC1C(CCC=2C(=CN=CC12)Br)CO